3,4-dihydro-2H-1,4-thiazine-6-carboxamide hydrochloride Cl.S1CCNC=C1C(=O)N